5-methoxy-4-((oxazol-2-ylmethyl)-amino)-(trifluoromethyl)quinazolin-2(1H)-one COC1=C2C(=NC(N(C2=CC=C1)C(F)(F)F)=O)NCC=1OC=CN1